C(C)OC(=O)C=1C=NN2C1N=C(C=C2)C2=CC=C(C=C2)F 5-(4-fluorophenyl)pyrazolo[1,5-a]pyrimidine-3-carboxylic acid ethyl ester